COC1=CC=C(C=C1)C1=CN=C2N1C=CN=C2NC2=CC(=C(C(=O)NCCOCC(N1CCNCC1)=O)C=C2)C 4-[[3-(4-methoxyphenyl)imidazo[1,2-a]pyrazin-8-yl]amino]-2-methyl-N-[2-(2-oxo-2-piperazin-1-ylethoxy)ethyl]benzamide